N-[5-[5-[(4-methoxyphenyl)methoxy]-1,3-benzoxazol-2-yl]-8-(methylamino)-2,7-naphthyridin-3-yl]cyclopropanecarboxamide COC1=CC=C(C=C1)COC=1C=CC2=C(N=C(O2)C2=C3C=C(N=CC3=C(N=C2)NC)NC(=O)C2CC2)C1